Cl.ClC1=C(C=CC(=C1)C(C)C)CN 1-(2-chloro-4-isopropylphenyl)methanamine hydrochloride